FC(OC1=CC=C(C=C1)C=1C2=C(N=C(N1)CN)SC=N2)(F)F (7-(4-(trifluoromethoxy)phenyl)thiazolo[5,4-d]pyrimidin-5-yl)methanamine